3-(6-((2-chlorophenyl)(methyl)amino)benzo[d]thiazol-2-yl)-8-methoxy-2-thioxo-2,3-dihydro-4H-pyrido[2,3-e][1,3]oxazin-4-one ClC1=C(C=CC=C1)N(C1=CC2=C(N=C(S2)N2C(OC3=C(C2=O)N=CC=C3OC)=S)C=C1)C